C1(CC1)C1=NC=NC(=C1C=1N=C(C2=C(N1)C=CO2)OCC=2C=NC(=C(C2)F)C=2N(C=C(N2)C(F)(F)F)C(C)C)OC 2-(4-cyclopropyl-6-methoxy-pyrimidin-5-yl)-4-[[5-fluoro-6-[1-isopropyl-4-(trifluoromethyl)imidazol-2-yl]-3-pyridyl]methoxy]furo[3,2-d]pyrimidine